1,4-butanediol monoacrylate C(C=C)(=O)OCCCCO